[Li+].OC(=O)[O-] hydroxycarboxylic acid lithium salt